IC1=COC2=C(C=C(C=C2C1=O)C(C)NC1(CCC1)C)C 3-iodo-8-methyl-6-(1-((1-methylcyclobutyl)amino)ethyl)-4H-chromen-4-one